2'-O-(tert-Butyldimethylsilyl)-3'-deoxy-3',4'-didehydrocytidine-5'-phosphate P(=O)(O)(O)OCC1=C[C@H]([C@@H](O1)N1C(=O)N=C(N)C=C1)O[Si](C)(C)C(C)(C)C